(S or R)-1-ethyl-4-((6-(2-hydroxy-6-methyl-4-(trifluoromethyl)phenyl)-2H-pyrazolo[3,4-b]pyrazin-2-yl)methyl)pyrrolidin-2-one C(C)N1C(C[C@@H](C1)CN1N=C2N=C(C=NC2=C1)C1=C(C=C(C=C1C)C(F)(F)F)O)=O |o1:5|